ClC1=CC=C2C(=N1)CN(C2=O)C2=C(C=CC(=C2)C)OC 2-chloro-6-(2-methoxy-5-methylphenyl)-7H-pyrrolo[3,4-b]pyridin-5-one